C1CCC2=C(C=3CCCC3C=C12)NC(=O)N=S(=O)(N)C=1C=NN2C1OC[C@@H](C2)N2CC(C2)OC (6R)-N'-((1,2,3,5,6,7-hexahydro-s-indacen-4-yl)carbamoyl)-6-(3-methoxyazetidin-1-yl)-6,7-dihydro-5H-pyrazolo[5,1-b][1,3]oxazine-3-sulfonimidamide